CNC(CO)(C)C 2-(N-methylamino)-2-methylpropan-1-ol